(S)-quinuclidin-3-yl ((R)-5-(4-ethyl-3-fluorophenyl)-2,2-dimethyl-2,3-dihydro-1H-inden-1-yl)carbamate C(C)C1=C(C=C(C=C1)C=1C=C2CC([C@H](C2=CC1)NC(O[C@@H]1CN2CCC1CC2)=O)(C)C)F